C(C1=CC=CC=C1)OC(CC[C@H](NC(=O)OCC=C)C(=O)O)=O N-(allyloxycarbonyl)glutamic acid 5-benzyl ester